C(C)(C)(C)[Si](C1=CC(=NN1CCOCCNC(=O)CN1CCN(CCN(CCN(CC1)CC(=O)OC(C)(C)C)CC(=O)OC(C)(C)C)CC(=O)OC(C)(C)C)NCC(=O)O)(F)C(C)(C)C {5-[di(tert-butyl)(fluoro)silyl]-1-{2-[2-({[4,7,10-tris(tert-butoxycarbonylmethyl)-1,4,7,10-tetraaza-1-cyclododecyl]methyl}carbonylamino)ethoxy]ethyl}-3-pyrazolylamino}acetic acid